C(C)N(CC(=O)NC)C1=C(C=C(C=C1)C=O)[N+](=O)[O-] 2-[ETHYL(4-FORMYL-2-NITROPHENYL)AMINO]-N-METHYLACETAMIDE